(1H-pyrazol-4-ylmethyl)-amine N1N=CC(=C1)CN